FC1=C(C(=C(C(C1([N+](=O)[O-])F)(OC)F)F)F)C1=CC=CC=C1 2,3,4,5,6-pentafluoro-4-methoxy-3-nitro-1,1-biphenyl